CC=1C(=C(C(=O)O)C=CC1)O.OC1=CC=C(C(=O)OC)C=C1 methyl para-hydroxybenzoate (methyl hydroxybenzoate)